C(C=C)OC=1C=C(C=CC1OCC=C)C(C)=O 1-(3,4-Diallyloxyphenyl)ethanone